(R)-tert-butyl 3-((7-(8-chloro-7-fluoronaphthalen-1-yl)-8-fluoro-2-((hexahydro-1H-pyrrolizin-7a-yl)methoxy)pyrido[4,3-d]pyrimidin-4-yl)(methyl)amino)pyrrolidine-1-carboxylate ClC=1C(=CC=C2C=CC=C(C12)C1=C(C=2N=C(N=C(C2C=N1)N([C@H]1CN(CC1)C(=O)OC(C)(C)C)C)OCC12CCCN2CCC1)F)F